ClC=1C=C(C=CC1C(F)(F)F)NC=1C(C(C1NCC1=C(C=C(C=C1)C1=NOC(=N1)C(F)(F)F)F)=O)=O 3-((3-chloro-4-(trifluoromethyl)phenyl)amino)-4-((2-fluoro-4-(5-(trifluoromethyl)-1,2,4-oxadiazol-3-yl)benzyl)amino)cyclobut-3-ene-1,2-dione